1-butyl-1-methyl-pyrrolidinium 2-(2-fluoroanilino)-pyridinate FC1=C(NC2(NC=CC=C2)C(=O)[O-])C=CC=C1.C(CCC)[N+]1(CCCC1)C